ytterbium-nickel oxysulfide O=S.[Ni].[Yb]